FC1=C(C=CC(=C1)OCC(CCCCCCCCCC)CCCCCCCC)C=C1C2=CC(=CC=C2C=2C=CC(=CC12)Br)Br 9-(2-fluoro-4-(2-octyldodecyloxy)phenyl-methylene)-2,7-dibromofluorene